ClC=1C=C(C=CC1F)NC(N(C)[C@H](C)C1=CN(C(C2=CC(=C(C=C12)F)F)=O)C)=O |r| Racemic-3-(3-chloro-4-fluorophenyl)-1-(1-(6,7-difluoro-2-methyl-1-oxo-1,2-dihydroisoquinolin-4-yl)ethyl)-1-methylurea